N1(CCSCC1)S(=O)N1CCSCC1 thiomorpholinylsulfoxide